ClC=1C(=C(C(=CC1Cl)F)O)C1=CC=2N(C=C1)C=C(N2)C2COCC2 3,4-dichloro-6-fluoro-2-(2-(tetrahydrofuran-3-yl)imidazo[1,2-a]pyridin-7-yl)phenol